6,7-difluoro-4-oxo-1-(propan-2-yl)-1,4-dihydroquinoline-3-carboxylic acid ethyl ester C(C)OC(=O)C1=CN(C2=CC(=C(C=C2C1=O)F)F)C(C)C